C(C)(C)(C)C=1C=C(NN1)NC(=O)NC1=CC=C(C=C1)N1C=NC2=C1C=CC(=C2)OCCCN(CCCC)CCCC 1-(5-tert-butyl-2H-pyrazol-3-yl)-3-{4-[5-(3-dibutylaminopropyloxyl)-benzimidazol-1-yl]-phenyl}-urea